C1NCC12CC(C2)CO (2-azaspiro[3.3]heptan-6-yl)methanol